3-[[4-(aminomethyl)phenyl]methyl]-2-butyl-4-isopropoxy-imidazo[4,5-d]pyridazin-7-amine NCC1=CC=C(C=C1)CN1C(=NC2=C(N=NC(=C21)OC(C)C)N)CCCC